C=CCCCCCC(CCC=CCCC=O)=O pentadeca-1,11-diene-8,15-dione